C(#N)C1(CCN(CC1)C(=O)OC(C)(C)C)N1CCCCC1 tert-butyl 4'-cyano-[1,4'-bipiperidinyl]-1'-carboxylate